CCCCC1=CC=C(S1)N2C(=O)C3=C(N2)C4=CC=CC=C4N=C3 The molecule is a pyrazoloquinoline that is 2,5-dihydropyrazolo[4,3-c]quinolin-3-one which is substituted at position 2 by a 5-butyl-2-thienyl group. It is a pyrazoloquinoline and a member of thiophenes.